3,5-diamino-4'-n-dodecyl-benzophenone NC=1C=C(C(=O)C2=CC=C(C=C2)CCCCCCCCCCCC)C=C(C1)N